((2-(3,7-dimethylocta-2,6-dien-1-yl)-5-propyl-1,3-phenylene)bis(oxy))bis(methylene) bis(2,2-dimethylpropanoate) CC(C(=O)OCOC=1C(=C(C=C(C1)CCC)OCOC(C(C)(C)C)=O)CC=C(CCC=C(C)C)C)(C)C